COC=1C=C2NC=3CC(CC(C3C(C2=CC1)=O)=O)C=1N=C(SC1)C1=CC(=CC=C1)OC(F)(F)F 6-methoxy-3-(2-(3-(trifluoromethoxy)phenyl)thiazol-4-yl)-3,4-dihydroacridine-1,9(2H,10H)-dione